(6Ar,10aR)-9-(hydroxymethyl)-6,6-dimethyl-3-(2-methylnonan-2-yl)-6a,7,10,10a-tetrahydrobenzo[c]chromen-1-ol OCC=1C[C@@H]2[C@H](C(OC=3C=C(C=C(C23)O)C(C)(CCCCCCC)C)(C)C)CC1